2-[4-(2-hydroxy-1,1-dimethyl-ethyl)anilino]-4-[[(1S)-2-hydroxy-2-phenyl-ethyl]amino]-N-methyl-pyrimidine-5-carboxamide OCC(C)(C)C1=CC=C(NC2=NC=C(C(=N2)NCC(C2=CC=CC=C2)O)C(=O)NC)C=C1